(R)-N-(4-(1H-pyrazol-4-yl)phenyl)-3-amino-2-phenylpropionamide dihydrochloride Cl.Cl.N1N=CC(=C1)C1=CC=C(C=C1)NC([C@@H](CN)C1=CC=CC=C1)=O